[Si](C)(C)(C(C)(C)C)O[C@H]1[C@@H]([C@@H](O[C@]1(C#C)CO[Si](C)(C)C(C)(C)C)N1C(NC(C(=C1)F)=O)=O)F 1-((2R,3S,4R,5R)-4-((tert-butyldimethylsilyl)oxy)-5-(((tert-butyldimethylsilyl)oxy)methyl)-5-ethynyl-3-fluorotetrahydrofuran-2-yl)-5-fluoro-pyrimidine-2,4(1H,3H)-dione